FC(C1=CC=C(C=C1)S(=O)[O-])(F)F.[K+] potassium 4-trifluoromethylbenzenesulfinate